COC1=CC=C(CN[C@@H]2[C@@H](N([C@@H]3CC[C@H]23)C(=O)OC)COC2CCC(CC2)C2=CC=CC=C2)C=C1 methyl (1R,3R,4S,5R)-4-((4-methoxybenzyl)amino)-3-((((1s,4S)-4-phenylcyclohexyl)oxy)methyl)-2-azabicyclo[3.2.0]heptane-2-carboxylate